N1=NC(=CC2=C1C1=C(CCC2)C=CC=C1)N1N=C(N=C1N)NC1=CC(=C(C=C1)N1C[C@H]2CCCC[C@@H]2CC1)F 1-(6,7-dihydro-5H-benzo[6,7]cyclohepta[1,2-c]pyridazin-3-yl)-N3-(3-fluoro-4-((4aR,8aS)-decahydroisoquinolin-2-yl)phenyl)-1H-1,2,4-triazole-3,5-diamine